2-chlorofluoroethylene ClC=CF